trans-N-(8-amino-6-(3-(trifluoromethyl)-1H-pyrazol-4-yl)isoquinolin-3-yl)-2-cyanocyclopropane-1-carboxamide NC=1C=C(C=C2C=C(N=CC12)NC(=O)[C@H]1[C@@H](C1)C#N)C=1C(=NNC1)C(F)(F)F